(P)-(S)-7-fluoro-1-(5-fluoro-2-methoxy-4-((1,1,1-trifluoropropan-2-yl)oxy)phenyl)-N-(isoxazol-3-yl)-2-oxo-1,2-dihydroquinoline-6-sulfonamide FC1=C(C=C2C=CC(N(C2=C1)C1=C(C=C(C(=C1)F)O[C@H](C(F)(F)F)C)OC)=O)S(=O)(=O)NC1=NOC=C1